3'-Deoxy-adenosine [C@@H]1([C@H](O)C[C@@H](CO)O1)N1C=NC=2C(N)=NC=NC12